C(CCCCCCCCC)N1C(=[NH+]C=C1)C 1-decyl-methylimidazolium